N-hydroxy-4-(3-(4-methoxyphenyl)ureido)benzamide ONC(C1=CC=C(C=C1)NC(=O)NC1=CC=C(C=C1)OC)=O